bis(2-butyloctyl) 10-[3-(2-aminoethyldisulfanyl)propanoyl-nonyl-amino]nonadecanedioate NCCSSCCC(=O)N(C(CCCCCCCCC(=O)OCC(CCCCCC)CCCC)CCCCCCCCC(=O)OCC(CCCCCC)CCCC)CCCCCCCCC